C(C)(C)(C)OC(=O)N1[C@@H](C[C@@H](C1)F)C1=NN(C(=C1)C#N)C (2S,4S)-1-tert-Butoxycarbonyl-2-(5-cyano-1-methyl-1H-pyrazol-3-yl)-4-fluoropyrrolidine